NCC#CC=1OC=CC1C#CCNC(C[C@H]1C=2N(C3=C(C(=N1)C1=CC=C(C=C1)Cl)C(=C(S3)C)C)C(=NN2)C)=O (S)-N-(3-(2-(3-aminoprop-1-yn-1-yl)furan-3-yl)prop-2-yn-1-yl)-2-(4-(4-chlorophenyl)-2,3,9-trimethyl-6H-thieno[3,2-f][1,2,4]triazolo[4,3-a][1,4]diazepin-6-yl)acetamide